O1COC2=C1C=CC=C2CCNCC2=CC(=NC=C2)N2CCCCC2 2-(1,3-benzodioxol-4-yl)-N-[[2-(1-piperidinyl)-4-pyridinyl]methyl]ethylamine